FC1=C(C=CC(=C1)C1NCCC1)C=1N=C2SC3=C(N2C1)C=CC(=C3)C(=O)N[C@H]3CN(CCC3)C 2-(2-fluoro-4-(pyrrolidin-2-yl)phenyl)-N-((R)-1-methylpiperidin-3-yl)benzo[d]imidazo[2,1-b]thiazole-7-carboxamide